ClC1=C(C2=C(OCCO2)C=C1NC1=NC(=CC(=N1)NC)C)C=1CC[C@@H](NCC1)C |o1:24| N2-[6-chloro-5-[rel-(2S)-2-methyl-2,3,4,7-tetrahydro-1H-azepin-5-yl]-2,3-dihydro-1,4-benzodioxin-7-yl]-N4,6-dimethyl-pyrimidine-2,4-diamine